C[C@@H]1CN(CCN1C)[C@H]1CC[C@H](CC1)N1C=C(C2=C1N=CN=C2N)C2=CC=C(C=C2)OC2=CC=CC=C2 7-((cis)-4-((R)-3,4-dimethylpiperazin-1-yl)cyclohexyl)-5-(4-phenoxyphenyl)-7H-pyrrolo[2,3-d]pyrimidin-4-amine